[Si](C)(C)(C(C)(C)C)OC12CCC(CC1)(C2)COC2=NN=C(S2)N 5-((4-((tert-butyldimethylsilyl)oxy)bicyclo(2.2.1)heptan-1-yl)methoxy)-1,3,4-thiadiazol-2-amine